boryl ether BOB